[N].CC(CCCC)=O 2-hexanone nitrogen